4'-biphenyldimethanol C=1(C(=CC=CC1)CO)C1=CC=C(C=C1)CO